(S)-2-((3-(4-(3-fluorobenzyl)-1H-pyrazole-1-carboxamido)-5-methyl-4-oxo-2,3,4,5-tetrahydrobenzo[b][1,4]oxazepin-7-yl)oxy)ethyl 3-hydroxy-3-methylazetidine-1-carboxylate OC1(CN(C1)C(=O)OCCOC1=CC2=C(OC[C@@H](C(N2C)=O)NC(=O)N2N=CC(=C2)CC2=CC(=CC=C2)F)C=C1)C